(S)-2-(2-chloro-4-(5-methyl-3,4,5,6-tetrahydropyridin-2-yl)phenyl)-N,N-dimethylethanamine ClC1=C(C=CC(=C1)C1=NC[C@H](CC1)C)CCN(C)C